CC1(OC=2C=C(C=C(C2C2C1CCC(C2)=C)O)CCCCC)C 6,6-Dimethyl-9-methylidene-3-pentyl-7,8,10,10a-tetrahydro-6aH-benzo[c]chromen-1-ol